BrC1=CC(=C(C(=O)O)C=C1F)NC1=C(C(=C(C=C1)F)F)CN(CCC1=NC(=CC=C1[N+](=O)[O-])OC)C(=O)OC(C)(C)C 4-Bromo-2-((2-(((tert-butoxycarbonyl)(2-(6-methoxy-3-nitropyridin-2-yl)ethyl)-amino)methyl)-3,4-difluorophenyl)amino)-5-fluorobenzoic acid